(2R)-2-amino-2-tetrahydrofuranyl-ethanol N[C@H](CO)C1OCCC1